5-Bromo-4-methyl-2-(4-methylimidazol-1-yl)pyrimidine BrC=1C(=NC(=NC1)N1C=NC(=C1)C)C